S1C(=NC2=C1C=CC=C2)SSC=2SC1=C(N2)C=CC=C1 benzothiazol-2-yl disulphide